4-(4,6-Dicyano-3-hydroxy-pyridin-2-yl)-4-oxo-butyric acid C(#N)C1=C(C(=NC(=C1)C#N)C(CCC(=O)O)=O)O